3-methyl-1H-pyrazolo[3,4-d]pyrimidin CC1=NNC2=NC=NC=C21